FC1(CC(C1)OC1CN(CCC1)C1CCN(CC1)C=1SC(=CN1)C(=O)NCC1=NC=C(C=C1F)F)F 2-{3-[(3,3-difluorocyclobutyl)oxy][1,4'-bipiperidin]-1'-yl}-N-[(3,5-difluoropyridin-2-yl)methyl]-1,3-thiazole-5-carboxamide